N-(5-(N,N-bis(2,4-dimethoxybenzyl)sulfamoyl)thiophen-2-yl)-2-(4,4-difluoro-3-methylpiperidin-1-yl)-6-fluoroquinoline-3-carboxamide COC1=C(CN(S(=O)(=O)C2=CC=C(S2)NC(=O)C=2C(=NC3=CC=C(C=C3C2)F)N2CC(C(CC2)(F)F)C)CC2=C(C=C(C=C2)OC)OC)C=CC(=C1)OC